5-bromo-2-cyanopyridin-3-yl 4,6-di-O-acetyl-3-azido-3-deoxy-2-O-methyl-1-thio-alpha-D-galactopyranoside C(C)(=O)O[C@@H]1[C@@H]([C@H]([C@@H](SC=2C(=NC=C(C2)Br)C#N)O[C@@H]1COC(C)=O)OC)N=[N+]=[N-]